BrC=1C(=C(C=NC1)N)NC1CC1 5-Bromo-N4-cyclopropylpyridine-3,4-diamine